2-bromo-7-chloro-3-(chloromethyl)-5H-thiazolo[2,3-b]Quinazoline BrC1=C(N2C(=NC3=CC=C(C=C3C2)Cl)S1)CCl